6-methyl-8-(tetrahydrofuran-3-ylmethyl)imidazo[1,2-a]pyrazin-2-amine CC=1N=C(C=2N(C1)C=C(N2)N)CC2COCC2